2-((2-chloro-5-nitropyrimidin-4-yl)amino)-N-methylbenzamide ClC1=NC=C(C(=N1)NC1=C(C(=O)NC)C=CC=C1)[N+](=O)[O-]